4-chloro-3-(5,7-difluoro-6-(6-methylpyridin-3-yl)-4-oxo-1,4-dihydroquinolin-2-yl)benzonitrile ClC1=C(C=C(C#N)C=C1)C=1NC2=CC(=C(C(=C2C(C1)=O)F)C=1C=NC(=CC1)C)F